2-(4-((6,6-dimethyltetrahydro-2H-pyran-3-yl)amino)pyrido[3,4-d]pyridazin-1-yl)-5-methylphenol CC1(CCC(CO1)NC=1N=NC(=C2C1C=NC=C2)C2=C(C=C(C=C2)C)O)C